2,6-di-t-butyl-4-(2-bromobenzylidene)cyclohexa-2,5-dien-1-one C(C)(C)(C)C=1C(C(=CC(C1)=CC1=C(C=CC=C1)Br)C(C)(C)C)=O